2-[(2S,5R)-2,5-Dimethylpyrrolidin-1-yl]-6-(3-isobutoxyphenyl)-N-(1H-pyrazol-5-ylsulfonyl)pyridin-3-carboxamid C[C@@H]1N([C@@H](CC1)C)C1=NC(=CC=C1C(=O)NS(=O)(=O)C1=CC=NN1)C1=CC(=CC=C1)OCC(C)C